C1(=CC=CC2=CC=CC=C12)C1=NC(=NC(=C1)C1=CC=CC2=CC=CC=C12)[Ir+]C1=NC(=CC(=N1)C1=CC=CC2=CC=CC=C12)C1=CC=CC2=CC=CC=C12 bis[4,6-bis(naphthalen-1-yl)pyrimidinyl]iridium (III)